C(CCCCC(C)C)OP1OC2=C(CC3=C(O1)C(=CC(=C3)C(C)(C)C)C(C)(C)C)C=C(C=C2C(C)(C)C)C(C)(C)C 6-isooctyloxy-2,4,8,10-tetra-tert-butyl-12H-dibenz-[d,g]-1,3,2-dioxaphosphocine